FC(OC1=C(C=CC=C1)B(O)O)F (difluoromethoxy)phenyl-boronic acid